C(C1=CC=CC=C1)N1C2=NC=NC(=C2N=C1C1=C(C=C(C=C1)N1CCNCC1)Cl)OC1(CC1)C 9-benzyl-8-(2-chloro-4-(piperazin-1-yl)phenyl)-6-(1-methylcyclopropoxy)-9H-purine